NC1=CC=CC(=N1)S(=O)(=O)NC(=O)C=1C(=NC(=CC1)C=1C=NC(=CC1)OC(C)C)OC1=C(C=C(C=C1C)C(C1=CC=CC=C1)=O)C N-[(6-Amino-2-pyridyl)sulfonyl]-2-(4-benzoyl-2,6-dimethyl-phenoxy)-6-(6-isopropoxy-3-pyridyl)pyridin-3-carboxamid